C(C(C)C)C1(NC(OC2=C1C=CC=C2)=O)C2=CC=CC=C2 4-isobutyl-4-phenyl-1,3-benzoxazine-2(4H)-one